ClC1=CC=C2C(=N1)C(=CN2)C#N 5-chloro-1H-pyrrolo[3,2-b]pyridine-3-carbonitrile